1-(6,5-dimethyl-1-cyclohexen-1-yl)-4-penten-1-one CC1C(CCC=C1C(CCC=C)=O)C